1-[2-(1,3,4-oxadiazol-2-yl)phenyl]methanamine trifluoroacetic acid salt FC(C(=O)O)(F)F.O1C(=NN=C1)C1=C(C=CC=C1)CN